FC1=CC(=NC=C1OC)C(=O)N1C[C@H](OCC1)C(=O)C=1SC(=CN1)C1=NC=CC=C1F 4-fluoro-5-methoxy-pyridin-2-yl(2-(S)-(5-(3-fluoropyridin-2-yl)thiazol-2-carbonyl)-morpholin-4-yl)methanone